Cl.N(N)C(=O)C=1C=CC(=C(C(=O)OC)C1)C methyl 5-(hydrazinocarbonyl)-2-methylbenzoate hydrochloride